NC1=NNC(=N1)SC(C)C 3-amino-5-isopropylthio-1,2,4-triazole